C(OC(C)(C#CC1=CSC=C1)C)([O-])=O (2-methyl-4-(thiophen-3-yl) but-3-yn-2-yl) carbonate